D-2,4,5-trifluorophenylacetic acid FC1=C(C=C(C(=C1)F)F)CC(=O)O